[Si](C)(C)(C(C)(C)C)OCCN(C(OC(C)(C)C)=O)CC1=CN=C(S1)C(NC1=C(C(=CC=C1)B1OC(C(O1)(C)C)(C)C)C)=O tert-Butyl (2-((tert-butyldimethylsilyl)oxy)ethyl)((2-((2-methyl-3-(4,4,5,5-tetramethyl-1,3,2-dioxaborolan-2-yl)phenyl)carbamoyl)thiazol-5-yl)methyl)carbamate